C1CCC2=C(C=3CCCC3C=C12)NC(=O)NS(=O)(=O)\C=C/[C@@H]1NCCC1 (R,Z)-N-((1,2,3,5,6,7-Hexahydro-s-indacen-4-yl)carbamoyl)-2-(pyrrolidin-2-yl)ethen-1-sulfonamid